C(CCCCCCC\C=C/CCCCCCCC)OCC(CC1N(CCNC1)C)OCCCCCCCC\C=C/CCCCCCCC 1,2-dioleoxy-3-(N-methylpiperazinyl)propane